(1'R,2'S,7a'R)-5,7-dichloro-N1'-(3,5-dichlorophenyl)-N2'-(1-methyl-1H-pyrazol-5-yl)-2-oxo-1',2',5',6',7',7a'-hexahydrospiro[indoline-3,3'-pyrrolizine]-1',2'-dicarboxamide ClC=1C=C2C(=C(C1)Cl)NC(C21[C@H]([C@H]([C@H]2CCCN12)C(=O)NC1=CC(=CC(=C1)Cl)Cl)C(=O)NC1=CC=NN1C)=O